FC1=C2C=CNC2=CC(=C1OC=1C=CC(=C(C1)C1=NC(=NN1C)[C@@H](C)C1=CC=C(S1)CCC(=O)O)F)F 3-[5-[(1R)-1-[5-[5-[(4,6-difluoro-1H-indol-5-yl)oxy]-2-fluoro-phenyl]-1-methyl-1,2,4-triazol-3-yl]ethyl]-2-thienyl]propanoic acid